COCCCNC 3-methoxy-N-methyl-propan-1-amine